3-{4-[2-(2,6-dioxopiperidin-3-yl)-1,3-dioxoisoindol-5-yl]Piperazin-1-yl}propanoic acid tert-butyl ester C(C)(C)(C)OC(CCN1CCN(CC1)C=1C=C2C(N(C(C2=CC1)=O)C1C(NC(CC1)=O)=O)=O)=O